(6Ar,10aR)-6,6,9-trimethyl-3-(4-methylphenyl)-6a,7,10,10a-tetrahydrobenzo[c]chromen-1-ol CC1(OC=2C=C(C=C(C2[C@H]2[C@H]1CC=C(C2)C)O)C2=CC=C(C=C2)C)C